((6-(5-fluoro-2-((4-((2-(dimethylamino)ethyl)(methyl)amino)phenyl)amino)-6-cyclopropyl-7H-pyrrolo[2,3-d]pyrimidin-7-yl)pyridin-2-yl)imino)dimethyl-λ6-sulfanone FC1=C(N(C=2N=C(N=CC21)NC2=CC=C(C=C2)N(C)CCN(C)C)C2=CC=CC(=N2)N=S(=O)(C)C)C2CC2